ClC1=CC=C2C(=N1)C(=NN2C2OCCCC2)I 5-chloro-3-iodo-1-tetrahydropyran-2-yl-pyrazolo[4,3-b]Pyridine